O1CCC(CC1)NC(CCCCCCCC(=O)O)CCCCCCCC(=O)O 9-((tetrahydro-2H-pyran-4-yl)amino)heptadecanedioic acid